COCCOC=1OC=2C(N1)=C(C=CC2)C(=O)[O-] 2-(2-methoxyethoxy)-1,3-benzoxazole-4-carboxylate